(Z)-N'-((5-(difluoromethyl)-1-(2-methoxyethyl)-1H-pyrazole-3-carbonyl)oxy)-1-(o-tolyl)cyclopropane-1-carboximidamide FC(C1=CC(=NN1CCOC)C(=O)O\N=C(/N)\C1(CC1)C1=C(C=CC=C1)C)F